[Cl-].[Cl-].C[Si](=[Zr+2](C1=C(C=C2C(C=3CCCC3C=C12)C1=CC(=CC(=C1)C(C)(C)C)C(C)(C)C)C)C1C(=CC2=C(C(=C(C=C12)C(C)(C)C)OC)C1=CC=C(C=C1)C(C)(C)C)C)C Anti-dimethylsilanediyl[2-methyl-4-(4-tert-butylphenyl)-5-methoxy-6-tert-butylinden-1-yl][2-methyl-4-(3,5-di-tert-butylphenyl)-5,6,7-trihydro-s-indacen-1-yl]zirconium dichloride